NC1(CN(CN(C1)CC(CCCC)CC)CC(CCCC)CC)C 5-amino-1,3-bis(2-ethylhexyl)-5-methyl-hexahydropyrimidine